tert-Butyl 4-[2-chloro-4-[[1-methyl-5-[3-(trifluoromethyl)-1-[1-(2-trimethylsilylethoxymethyl) indazol-3-yl]pyrazol-4-yl]imidazole-2-carbonyl]amino]benzoyl]piperazine-1-carboxylate ClC1=C(C(=O)N2CCN(CC2)C(=O)OC(C)(C)C)C=CC(=C1)NC(=O)C=1N(C(=CN1)C=1C(=NN(C1)C1=NN(C2=CC=CC=C12)COCC[Si](C)(C)C)C(F)(F)F)C